methyl (S)-2-(benzylamino)butanoate C(C1=CC=CC=C1)N[C@H](C(=O)OC)CC